CN(C/C=C/C(=O)NC1=CC(=NC=C1)C1=NC=CC2=C1N=C(N=C2)NC=2C=NC(=CC2)N2CCOCC2)C (E)-4-(dimethylamino)-N-(2-(2-((6-morpholinylpyridin-3-yl)amino)pyrido[3,4-d]pyrimidin-8-yl)pyridin-4-yl)but-2-enamide